C(=C)C1=NC=CC=C1CCCS(=O)(=O)O 2-vinyl-(3-sulfopropyl)pyridine